2-amino-4-bromo-6-chloro-N-ethyl-3-fluorobenzamide NC1=C(C(=O)NCC)C(=CC(=C1F)Br)Cl